2-(benzotriazol-1-yl)-N-[(5-fluoro-2-methoxy-phenyl)methyl]-N-[4-(1H-imidazol-4-yl)phenyl]acetamide N1(N=NC2=C1C=CC=C2)CC(=O)N(C2=CC=C(C=C2)C=2N=CNC2)CC2=C(C=CC(=C2)F)OC